2-((2-(3-(dimethylamino)phenoxy)ethoxy)methyl)-N-(3-methoxybenzyl)-N-(3-(pyrrolidin-1-yl)benzyl)pyridin-4-amine CN(C=1C=C(OCCOCC2=NC=CC(=C2)N(CC2=CC(=CC=C2)N2CCCC2)CC2=CC(=CC=C2)OC)C=CC1)C